FC1=C(C(=O)NCC23CCC(CC2)(CC3)C3=NC(=NO3)C3=NC=C(N=C3)C(F)(F)F)C=CC(=C1F)O 2,3-difluoro-4-hydroxy-N-[(4-{3-[5-(trifluoromethyl)pyrazin-2-yl]-1,2,4-oxadiazol-5-yl}bicyclo[2.2.2]octan-1-yl)methyl]benzamide